C(C(C)C)C1(C=CC2=CC=3CCCC3C=C12)[Li] 1-isobutyl-1,5,6,7-tetrahydro-s-indacenyllithium